COC1=CC=C(C=C1)C(C)=NN=C1SC(C(N1)=O)CC(=O)Cl 2-(2-((1-(4-methoxyphenyl)ethylidene)hydrazineylidene)-4-oxothiazolidine-5-yl)acetyl chloride